CONC(=O)C1=NNC=C1CCC1=CC=CC=C1 N-methoxy(phenylethyl)pyrazolecarboxamide